ClC1=NC(=C2N=CN(C2=N1)[C@H]1[C@@H]([C@@H]([C@H](O1)COCP(OCOC(=O)OCCOC)(=O)OCOC(=O)OCCOC)O)O)NC1CCCC1 bis({[(2-methoxyethoxy)carbonyl]oxy}methyl) {[(2R,3S,4R,5R)-5-[2-chloro-6-(cyclopentylamino)-9H-purin-9-yl]-3,4-dihydroxyoxolan-2-yl]methoxy}methane-phosphonate